N[C@H]1CN(C[C@@H]1F)C1=NC(=NC2=C(C(=C(C=C12)Cl)C1=CC=CC2=C1N=C(S2)N)F)OC[C@H]2N(CCC2)C 4-(4-((3S,4S)-3-amino-4-fluoropyrrolidin-1-yl)-6-chloro-8-fluoro-2-(((S)-1-methylpyrrolidin-2-yl)methoxy)quinazolin-7-yl)benzo[d]thiazol-2-amine